(8-(3-aminophenyl)-1-(3,5-dichlorophenyl)-7-methoxy-1,4-dihydrochromeno[4,3-c]pyrazol-3-yl)(3,3-dimethylmorpholino)methanone NC=1C=C(C=CC1)C1=CC2=C(C=C1OC)OCC1=C2N(N=C1C(=O)N1C(COCC1)(C)C)C1=CC(=CC(=C1)Cl)Cl